FC(C=1C=C(C=CC1)S(=O)(=O)NC1CC2(CN(C2)C(=O)N2CC3(C2)CC(C3)N3N=C(N=C3)C(F)(F)F)C1)(F)F 3-(trifluoromethyl)-N-[2-[6-[3-(trifluoromethyl)-1,2,4-triazol-1-yl]-2-azaspiro[3.3]heptane-2-carbonyl]-2-azaspiro[3.3]heptane-6-yl]benzenesulfonamide